COC1=C(C=C2N=C3CCCCC3=C(C2=C1)NC1CCN(CC1)C(C)C)COCCN1CCCC1 7-methoxy-N-[1-(propan-2-yl)piperidin-4-yl]-6-{[2-(pyrrolidin-1-yl)ethoxy]methyl}-1,2,3,4-tetrahydroacridin-9-amine